3-(2-(N-propionylpropionamido)pyridin-4-yl)-7-oxabicyclo[2.2.1]heptane-2-carboxamide C(CC)(=O)N(C(CC)=O)C1=NC=CC(=C1)C1C(C2CCC1O2)C(=O)N